L-mandelic acid oxygen [O].C([C@@H](O)C1=CC=CC=C1)(=O)O